N2-(2-fluoropyridin-4-yl)-N'-isopropyl-6-phenyl-1,3,5-triazine-2,4-diamine FC1=NC=CC(=C1)NC1=NC(=NC(=N1)NC(C)C)C1=CC=CC=C1